N[C@]1(CN(C[C@@H]1CCCB(O)O)C(C(CC1=CC=C(C=C1)C(F)(F)F)N)=O)C(=O)O (3R,4S)-3-amino-1-(2-amino-3-(4-(trifluoromethyl)phenyl)propanoyl)-4-(3-boronopropyl)pyrrolidine-3-carboxylic acid